3,6-dibromopyridineformyl chloride BrC=1C(=NC(=CC1)Br)C(=O)Cl